Cl.Cl.FC(C)(F)C=1C=CC(=NC1)C1CCNCC1 5-(1,1-difluoroethyl)-2-(piperidin-4-yl)pyridine dihydrochloride